2,2',7,7'-tetrakis(N,N-diphenylamino)-2,7-diamino-9,9-spirobifluorene C1(=CC=CC=C1)N(C1=CC=CC=C1)C1(C=C2C3(C4=CC(C=CC4=C2C=C1)(N)N(C1=CC=CC=C1)C1=CC=CC=C1)C1=CC(=CC=C1C=1C=CC(=CC13)N(C1=CC=CC=C1)C1=CC=CC=C1)N(C1=CC=CC=C1)C1=CC=CC=C1)N